FC1(CN(CC[C@@H]1OC([2H])([2H])[2H])C1=NC=CC(=N1)NC=1N=CC2=C(C=CC(=C2C1)C(C)C)N1CC(C1)CS(=O)(=O)C)F N-{2-[(4S)-3,3-difluoro-4-(2H3)methoxy-piperidin-1-yl]pyrimidin-4-yl}-8-[3-(methane-sulfonylmethyl)azetidin-1-yl]-5-(propan-2-yl)isoquinolin-3-amine